C(C)(C)(C)OC(=O)C=1SC(=C(N1)N)C(=O)O 2-t-butoxycarbonyl-aminothiazole-5-carboxylic acid